O1C(OCCC1)C(=O)O.C(C)(C)(C)[GeH3] tertiary butyl-germane 1,3-dioxanate